methyl 2-(6-formyl-3-azabicyclo[4.1.0]heptan-3-yl)-4-nitrobenzoate C(=O)C12CCN(CC2C1)C1=C(C(=O)OC)C=CC(=C1)[N+](=O)[O-]